FC(OC1=CC=2C(C3=CC(=CC=C3C2C=C1)OC(F)(F)F)NC(=O)C=1C(NC(=CC1)C(F)(F)F)=O)(F)F N-(2,7-bis(trifluoromethoxy)-9H-fluoren-9-yl)-2-oxo-6-(trifluoromethyl)-1,2-dihydropyridine-3-carboxamide